4-(3-bromo-4-fluoro-phenoxy)-3,5-difluoro-2-(2-trimethylsilylethynyl)aniline BrC=1C=C(OC2=C(C(=C(N)C=C2F)C#C[Si](C)(C)C)F)C=CC1F